3-((6-chloro-2-cyclopropyl-1-(1-ethyl-1H-pyrazol-4-yl)-1H-indol-3-yl)thio)benzoic acid ClC1=CC=C2C(=C(N(C2=C1)C=1C=NN(C1)CC)C1CC1)SC=1C=C(C(=O)O)C=CC1